6-Fluoro-2,3-dihydro-1-benzofuran FC1=CC2=C(CCO2)C=C1